(R)-3-((2-(5-fluoro-1H-pyrrolo[2,3-b]pyridin-3-yl)-6-(furan-2-yl)pyrimidin-4-yl)amino)-4,4-dimethylpentanoic acid FC=1C=C2C(=NC1)NC=C2C2=NC(=CC(=N2)N[C@H](CC(=O)O)C(C)(C)C)C=2OC=CC2